C1(CC1)N1CCC(CC1)O cyclopropyl-piperidin-4-ol